FC1(CCC(CC1)(C)C1=C(C=C(C=N1)N1N=NC(=C1)C(=O)OCC)F)F ethyl 1-[6-(4,4-difluoro-1-methylcyclohexyl)-5-fluoropyridin-3-yl]-1,2,3-triazole-4-carboxylate